C(C)(C)(C)OC(=O)N1CC(C1)(COS(=O)(=O)C)C 3-methyl-3-((methylsulfonyloxy)methyl)azetidine-1-carboxylic acid tert-butyl ester